(diethylamino)methylsilane C(C)N(CC)C[SiH3]